C(C)OC(=O)C1C[C@H](N(CC1=O)C(=O)OC(C)(C)C)C 5-oxo-2-(R)-methyl-3,6-dihydropyridine-1,4(2H)-dicarboxylic acid 1-(tert-butyl) 4-ethyl ester